C1(CC1)NC(=O)N1C(=NC(=C1)C)OC N-Cyclopropyl-2-methoxy-4-methyl-1H-imidazole-1-carboxamide